1-benzyl-4-(4,4,5,5-tetramethyl-1,3,2-dioxaborolan-2-yl)-1H-pyrrolo[2,3-b]pyridine C(C1=CC=CC=C1)N1C=CC=2C1=NC=CC2B2OC(C(O2)(C)C)(C)C